C(C)(C)(C)OC(=O)N1CC2N(C=3C=CC=CC3C2)CC1 3,4,10,10a-Tetrahydropyrazino[1,2-a]indole-2(1H)-carboxylic acid tert-butyl ester